CC(C)(C(C)(C1=CC=CC=C1)C)C1=CC=CC=C1 2,3-dimethyl-2,3-di-phenylbutane